6-phenyl-1-methylquinoxalin-2(1H)-one C1(=CC=CC=C1)C=1C=C2N=CC(N(C2=CC1)C)=O